CC1=C(C=CC=C1OC=1C=2N(C=C(N1)C=1C=NN(C1)C)N=CC2)C(C)N 1-(2-methyl-3-((6-(1-methyl-1H-pyrazol-4-yl)pyrazolo[1,5-a]pyrazin-4-yl)oxy)phenyl)ethan-1-amine